NC1=C(C=CC(=C1O)C(NC1=CC2=CN(N=C2C=C1OC)C)=O)N1CCC(CC1)N(C(OC(C)(C)C)=O)C1CC1 tert-butyl N-[1-[2-amino-3-hydroxy-4-[(6-methoxy-2-methyl-indazol-5-yl)carbamoyl]phenyl]-4-piperidyl]-N-cyclopropyl-carbamate